OCN(CO)C(C)(C)C N,N-bis-hydroxymethyl-tertiary butylamine